ClC1=NC2=CC=C(C=C2C=C1C=NO)OC 2-chloro-6-methoxyquinoline-3-aldoxime